1,1-di(2-tetrahydrofuryl)ethane O1C(CCC1)C(C)C1OCCC1